C(N)(=O)C=1N(C=C(C1C)C1=NN(C=C1)C)C=1N=C(N(C1)C)C(=O)N (2-carbamoyl-3-methyl-4-(1-methyl-1H-pyrazol-3-yl)-1H-pyrrol-1-yl)-1-methyl-1H-imidazole-2-carboxamide